N-[1-{1-[2-(benzyloxy)ethyl]-2-methyl-4-[2-(propan-2-yl)pyridin-3-yl]-1H-imidazol-5-yl}ethyl]-2-methylpropane-2-sulfinamide C(C1=CC=CC=C1)OCCN1C(=NC(=C1C(C)NS(=O)C(C)(C)C)C=1C(=NC=CC1)C(C)C)C